tert-butyl 4-(methyl((S)-2,2,2-trifluoro-1-(4-((7-((S)-1-methoxyethyl)-2-methylthiazolo[5,4-b]pyridin-6-yl)amino)phenyl)ethyl)carbamoyl)piperidine-1-carboxylate CN(C(=O)C1CCN(CC1)C(=O)OC(C)(C)C)[C@H](C(F)(F)F)C1=CC=C(C=C1)NC=1C(=C2C(=NC1)SC(=N2)C)[C@H](C)OC